(R)-4-(((1-Acryloylpiperidin-3-yl)methyl)amino)-2-chloro-1H-pyrrolo[2,3-b]pyridine C(C=C)(=O)N1C[C@H](CCC1)CNC1=C2C(=NC=C1)NC(=C2)Cl